O=C1CSC2(C1C(=O)OCC)CCN(CC2)C(=O)OC(C)(C)C 8-(tert-butyl) 4-ethyl 3-oxo-1-thia-8-azaspiro[4.5]decane-4,8-dicarboxylate